NC(C(=O)O)(C)C1=CC=CC=C1 2-amino-2-phenylpropionic acid